N-(1-acetylpiperidin-4-yl)-4-(2'-fluoro-[1,1'-biphenyl]-4-yl)butanamide C(C)(=O)N1CCC(CC1)NC(CCCC1=CC=C(C=C1)C1=C(C=CC=C1)F)=O